P(=O)([O-])([O-])[O-].[K+].C(CCCCC(C)C)O.[K+].[K+] isooctanol potassium phosphate